(S)-Allyl (4-cyclopropyloxy-2-(6-(hydroxymethyl)-5-azaspiro[2.4]heptane-5-carbonyl)-5-((triisopropylsilyl)oxy)phenyl)carbamate C1(CC1)OC1=CC(=C(C=C1O[Si](C(C)C)(C(C)C)C(C)C)NC(OCC=C)=O)C(=O)N1CC2(CC2)C[C@H]1CO